4-((6-(Methylsulfonyl)-2-phenylimidazo[1,2-a]pyridin-3-yl)amino)benzoic acid CS(=O)(=O)C=1C=CC=2N(C1)C(=C(N2)C2=CC=CC=C2)NC2=CC=C(C(=O)O)C=C2